NC=1C=2N(C(=C(N1)C1=CC=C(C=C1)F)C=1C=CC=3N(C1)C(=CN3)C)C=C(N2)C(=O)NC23CC(C2)(C3)CNC(CF)CF 8-amino-N-(3-{[(1,3-difluoropropan-2-yl)amino]methyl}bicyclo[1.1.1]pentan-1-yl)-6-(4-fluorophenyl)-5-{3-methylimidazo[1,2-a]pyridin-6-yl}imidazo[1,2-a]pyrazine-2-carboxamide